3-chloro-2-[(2,6-difluorophenyl)methyl]-6-[(1R,2R)-2-fluorocyclopropyl]pyrazolo[3,4-d]pyridazin-7-one ClC=1N(N=C2C(N(N=CC21)[C@H]2[C@@H](C2)F)=O)CC2=C(C=CC=C2F)F